(5'S,7a'R)-1-(2,5-dimethylbenzene-1-carbonyl)-5'-phenyl-tetrahydro-3'H-spiro[piperidine-4,2'-pyrrolo[2,1-b][1,3]oxazol]-3'-one CC1=C(C=C(C=C1)C)C(=O)N1CCC2(C(N3[C@H](O2)CC[C@H]3C3=CC=CC=C3)=O)CC1